2-(5-((1-(dibenzo[b,d]furan-2-yl)ethyl)amino)-2-(4-(3-fluorooxetan-3-yl)phenyl)-6-oxopyrimidin-1(6H)-yl)acetic acid C1=C(C=CC=2OC3=C(C21)C=CC=C3)C(C)NC3=CN=C(N(C3=O)CC(=O)O)C3=CC=C(C=C3)C3(COC3)F